O1C=CC2=C1C=CC(=C2)C2=C1C(=CN=C2)N(C=C1)C(=O)C1=CC=C(C=C1)F (4-(Benzofuran-5-yl)-1H-pyrrolo[2,3-c]pyridin-1-yl)(4-fluorophenyl)methanone